ONC(CCCCCCNC(C1=CC=C(C=C1)C=1N=C(SC1)N1N=C(C(C1=O)NNC=1SC=CN1)C1=CC=CC=C1)=O)=O (Z)-N-(7-(hydroxyamino)-7-oxoheptyl)-4-(2-(5-oxo-3-phenyl-4-(2-(thiazol-2-yl)hydrazino)-4,5-dihydro-1H-pyrazol-1-yl)thiazol-4-yl)benzamide